2-(5-chloro-4-fluoro-2-(((2R,7aS)-2-fluorotetrahydro-1H-pyrrolizin-7a(5H)-yl)methoxy)-8,9-dihydro-10H-7-oxa-1,3,6,10-tetraazacyclohepta[de]naphthalen-10-yl)acetic acid ClC1=C(C=2N=C(N=C3C2C(=N1)OCCN3CC(=O)O)OC[C@]31CCCN1C[C@@H](C3)F)F